OC=1C=C(C(=O)OCCCCCCCCCCCCCCCC)C=CC1 hexadecyl 3-hydroxybenzoate